2-(4-(2-(4-chloro-2-fluorophenyl)-2,3-dihydrobenzofuran-7-yl)-2-fluorobenzyl)-1-(2-methoxyethyl)-1H-benzo[d]imidazole-6-carboxylic acid ClC1=CC(=C(C=C1)C1OC2=C(C1)C=CC=C2C2=CC(=C(CC1=NC3=C(N1CCOC)C=C(C=C3)C(=O)O)C=C2)F)F